N-{1-[(4S)-7-(3,5-dimethylisoxazol-4-yl)-4-pyridin-2-yl-4,5-dihydroimidazo[1,5,4-de][1,4]benzoxazin-2-yl]piperidin-4-yl}methanesulfonamide CC1=NOC(=C1C1=CC=C2C=3N([C@H](COC31)C3=NC=CC=C3)C(=N2)N2CCC(CC2)NS(=O)(=O)C)C